C(C)(C)NC1=NNC(C1)=O 3-isopropylamino-5-pyrazolone